7-(trifluoromethyl)-3b,4,11,12-tetrahydropyrazolo[5',1':3,4]pyrazino[1,2-d]pyrido[3,2-b][1,4]oxazine-2-carboxylic acid ethyl ester C(C)OC(=O)C1=NN2C(C3N(C4=C(OC3)C=C(C=N4)C(F)(F)F)CC2)=C1